CC1=C(C=NC=2OCC(NC21)=O)N2CC=1N=C(N=CC1CC2)NC=2C=NC=1CCN(CC1C2)C 8-methyl-7-{2-[(6-methyl-5,6,7,8-tetrahydro-1,6-naphthyridin-3-yl)amino]-5H,6H,7H,8H-pyrido[3,4-d]pyrimidin-7-yl}-1H,2H,3H-pyrido[2,3-b][1,4]oxazin-2-one